CC1=C(N=CN1)C1=CCOC2=C(C=CC=C12)C 5-methyl-4-(8-methyl-2H-chromen-4-yl)-1H-imidazole